6-({2-[(α-L-fucopyranosyl)oxy]ethyl}amino)-6-oxohexanoic acid [C@@H]1([C@@H](O)[C@H](O)[C@H](O)[C@@H](O1)C)OCCNC(CCCCC(=O)O)=O